1-methyl-N-[[6-(trifluoromethyl)imidazo[1,2-a]pyridin-2-yl]methyl]pyrazol-4-amine CN1N=CC(=C1)NCC=1N=C2N(C=C(C=C2)C(F)(F)F)C1